3-methyl-4-{5-[(1-{[4-(propan-2-yl)phenyl]carbamoyl}-D-prolyl)amino]pyridin-2-yl}benzoic acid CC=1C=C(C(=O)O)C=CC1C1=NC=C(C=C1)NC([C@@H]1N(CCC1)C(NC1=CC=C(C=C1)C(C)C)=O)=O